N1C(CCCC1)C1(CC1)C(=O)OC methyl 1-(piperidin-2-yl)-cyclopropanecarboxylate